CN(C1=CC=C(C=C1)C=1C=CN2C(=C(C(=C2C1)CC(CCCC)CC)C1=CC=CC=C1)C=1C=CC2=C([Si](C3=C(C2=O)C=CC(=C3)C3=C(C(=C2C=C(C=CN32)C3=CC=C(C=C3)N(C)C)CC(CCCC)CC)C3=CC=CC=C3)(CC(CCCC)CC)CC(CCCC)CC)C1)C 3,7-bis(7-(4-(dimethylamino)phenyl)-1-(2-ethylhexyl)-2-phenylindolizin-3-yl)-5,5-bis(2-ethylhexyl)dibenzo[b,e]silin-10(5H)-one